C(C)(C)(C)OC(=O)N1[C@@H](CC(C1)=O)C (2R)-2-methyl-4-oxo-pyrrolidine-1-carboxylic acid tert-butyl ester